tert-Butyl (1R,5S)-3-(4-bromo-7-(((2R,7aS)-2-fluorotetrahydro-1H-pyrrolizin-7a(5H)-yl) methoxy)-2-methyl-2H-pyrazolo[4,3-f]quinazolin-9-yl)-3,8-diazabicyclo[3.2.1]octane-8-carboxylate BrC=1C=2C(C=3C(=NC(=NC3C1)OC[C@]13CCCN3C[C@@H](C1)F)N1C[C@H]3CC[C@@H](C1)N3C(=O)OC(C)(C)C)=CN(N2)C